(S)-methyl 2-cyclohexyl-2-(4-(2-methylbenzamido) naphthalene-1-sulfonamido)acetate C1(CCCCC1)[C@@H](C(=O)OC)NS(=O)(=O)C1=CC=C(C2=CC=CC=C12)NC(C1=C(C=CC=C1)C)=O